N-(2-(piperazin-1-yl)ethyl)-2-(3-(trifluoromethyl)benzamido)benzamide N1(CCNCC1)CCNC(C1=C(C=CC=C1)NC(C1=CC(=CC=C1)C(F)(F)F)=O)=O